1-(2-Carbamoylphenyl)-5-methyl-N-(chinolin-2-yl)-1H-1,2,3-triazol-4-carboxamid C(N)(=O)C1=C(C=CC=C1)N1N=NC(=C1C)C(=O)NC1=NC2=CC=CC=C2C=C1